Ethyl-4-oxo-1,4-dihydroquinoline-3-carboxylate C(C)OC(=O)C1=CNC2=CC=CC=C2C1=O